3-[(3-bromo-7-trifluoromethanesulfonyl-1H-indazol-4-yl)oxy]-5-fluorobenzonitrile BrC1=NNC2=C(C=CC(=C12)OC=1C=C(C#N)C=C(C1)F)S(=O)(=O)C(F)(F)F